4-n-butylbenzoic acid-(docosahexenamidoethyl) ester C(C=CC=CC=CC=CC=CC=CCCCCCCCCC)(=O)NCCOC(C1=CC=C(C=C1)CCCC)=O